N-(5-(difluoromethoxy)-1H-pyrazol-3-yl)-6-(((1S,2S,3R,5R)-2,8-dimethyl-8-azabicyclo[3.2.1]octan-3-yl)oxy)pyrazin-2-amine FC(OC1=CC(=NN1)NC1=NC(=CN=C1)O[C@H]1[C@H]([C@@H]2CC[C@H](C1)N2C)C)F